N1=CC=CC2=CC(=CC=C12)C1=CNC=2N=C(N=CC21)N[C@@H]2CC[C@@H](CC2)OC(F)(F)F 5-(quinolin-6-yl)-N-(cis-4-(trifluoromethoxy)cyclohexyl)-7H-pyrrolo[2,3-d]pyrimidin-2-amine